C(C)(=O)O[C@H](C(=O)C(=O)O)[C@H](OC(C)=O)[C@H](OC(C)=O)[C@@H](OC(C)=O)C Carboxyfucose Tetraacetate